CN1CC(C1)(C)[C@@](C=1C=C(C=NC1)N1C(C(CC1)C1CCOCC1)=O)(C1=CC=C(C=C1)C(C)C)O 1-{5-[(R)-(1,3-dimethyl-azetidin-3-yl)-hydroxy-(4-isopropyl-phenyl)-methyl]-pyridin-3-yl}-3-(tetrahydro-pyran-4-yl)-pyrrolidin-2-one